(E)-1-(3-methylsulfinylmethoxy-4-difluoromethoxystyryl)-2,6-dimethylpyridin-4(1H)-one CS(=O)COC=1C=C(/C=C/N2C(=CC(C=C2C)=O)C)C=CC1OC(F)F